(4-(chloromethyl)phenyl)-1-isopropyl-4-(trifluoromethyl)-1H-imidazole ClCC1=CC=C(C=C1)C=1N(C=C(N1)C(F)(F)F)C(C)C